C(CCC)OC=1C=C2C(=NN(C2=CC1)C(C1=CC=CC=C1)(C1=CC=CC=C1)C1=CC=CC=C1)N 5-butoxy-1-trityl-1H-indazol-3-amine